N1=CN=CC2=C1SC1=C2C=CC=C1 benzothieno[2,3-d]pyrimidine